FC=1C=C(C=CC1O)[C@@H]1NC2=CC=CC=C2C[C@@H]1O (2S,3S)-2-(3-fluoro-4-hydroxyphenyl)-1,2,3,4-tetrahydroquinolin-3-ol